C(C1=CC=CC=C1)OCC(C(=O)O)(C(=O)O)C([2H])([2H])[2H] 2-((benzyloxy)methyl)-2-(methyl-d3)malonic acid